BrC1=C(C=C(C(=O)N2CCC3(CC2)CCC(CC3)C=O)C=C1)N1C(NC(CC1)=O)=O 3-(4-bromo-3-(2,4-dioxotetrahydropyrimidin-1(2H)-yl)benzoyl)-3-azaspiro[5.5]undecane-9-carbaldehyde